C(#N)CCC(CCC)(N)N cyanoethylbutanediamine